C(C)(C)(C)OC(=O)N1CC(C1)C=1C=NC(=C(C1)Cl)CN 3-[6-(Aminomethyl)-5-chloropyridin-3-yl]azetidine-1-carboxylic acid tert-butyl ester